BrC1=CC(=NC=C1)C1(COC1)OC 4-bromo-2-(3-methoxyoxetan-3-yl)pyridine